N,N'-bis(4-chlorophenyl)cyclopropane-1,1-diamide ClC1=CC=C(C=C1)NC(=O)C1(CC1)C(=O)NC1=CC=C(C=C1)Cl